Methyl (R)-2-((3-fluoro-1H-pyrrolo[2,3-b]pyridin-5-yl)oxy)-4-(6-(2-(2-isopropylphenyl)-4-(4-methoxybenzyl)piperazin-1-yl)-2-azaspiro[3.3]heptan-2-yl)benzoate FC1=CNC2=NC=C(C=C21)OC2=C(C(=O)OC)C=CC(=C2)N2CC1(C2)CC(C1)N1[C@@H](CN(CC1)CC1=CC=C(C=C1)OC)C1=C(C=CC=C1)C(C)C